2-(2-{[4-(2-methoxyphenyl)-5-methyl-4H-1,2,4-triazol-3-yl]sulfanyl}acetamido)-4,5,6,7-tetrahydro-1-benzothiophene-3-carboxamide COC1=C(C=CC=C1)N1C(=NN=C1C)SCC(=O)NC=1SC2=C(C1C(=O)N)CCCC2